Lysin-Chlorid N[C@@H](CCCCN)C(=O)Cl